NC=1N=CC(=NC1C)B(O)O 5-amino-6-methylpyrazin-2-ylboronic acid